4-[(3,4-Dichlorophenoxymethylthio)methyl]1,3-dihydro-imidazol-2-one ClC=1C=C(OCSCC=2NC(NC2)=O)C=CC1Cl